COCCN1CC2(C1)CCC(CC2)N2N=CC(=C2)N 2-(2-methoxyethyl)-7-(4-amino-1H-pyrazol-1-yl)-2-azaspiro[3.5]nonane